(M)-6-Chloro-4-[(2S,5R)-2,5-dimethyl-4-prop-2-enoyl-piperazin-1-yl]-7-(3-ethynylphenyl)-1-(2-isopropyl-4-methyl-3-pyridyl)pyrido[2,3-d]pyrimidin-2-one ClC1=CC2=C(N(C(N=C2N2[C@H](CN([C@@H](C2)C)C(C=C)=O)C)=O)C=2C(=NC=CC2C)C(C)C)N=C1C1=CC(=CC=C1)C#C